5-chloro-4-(1-hydroxypropan-2-yl)pyridazin-3(2H)-one ClC1=C(C(NN=C1)=O)C(CO)C